2-butyl-1-(4-methoxybenzyl)-7-((tetrahydrothiophen-3-yl)oxy)-1H-imidazo[4,5-d]pyridazin-4-amine C(CCC)C1=NC=2C(=C(N=NC2N)OC2CSCC2)N1CC1=CC=C(C=C1)OC